3-(1-Adamantyl)aminobutan C12(CC3CC(CC(C1)C3)C2)NC(CC)C